(8-(4-hydroxy-1,2-dimethyl-6-(trifluoromethyl)-1H-benzo[d]imidazol-5-yl)-1-(2-hydroxypropyl)indolizin-3-yl)(3,4,5-trifluorophenyl)methanone OC1=C(C(=CC=2N(C(=NC21)C)C)C(F)(F)F)C2=CC=CN1C(=CC(=C21)CC(C)O)C(=O)C2=CC(=C(C(=C2)F)F)F